N-Isopropyl-N'-[2-(1-methoxy-cyclopropyl)pyridin-4-yl]-6-(6-trifluoromethyl-pyridin-2-yl)-[1,3,5]triazine-2,4-diamine C(C)(C)NC1=NC(=NC(=N1)NC1=CC(=NC=C1)C1(CC1)OC)C1=NC(=CC=C1)C(F)(F)F